BrC1=CC=C2C(=N1)SC(=N2)NC(C2=CN=C(C=C2C2=C(C=CC(=C2)C#N)OC)C)=O N-(5-bromothiazolo[5,4-B]pyridin-2-yl)-4-(5-cyano-2-methoxyphenyl)-6-methylnicotinamide